tert-butyl (3S)-4-(1-(4-acetyl-2-isopropylpyridin-3-yl)-6-fluoro-7-(2-fluoro-6-hydroxyphenyl)-2-oxo-1,2-dihydropyrido[2,3-d]pyrimidin-4-yl)-3-methylpiperazine-1-carboxylate C(C)(=O)C1=C(C(=NC=C1)C(C)C)N1C(N=C(C2=C1N=C(C(=C2)F)C2=C(C=CC=C2O)F)N2[C@H](CN(CC2)C(=O)OC(C)(C)C)C)=O